1-(9Z,12Z-heptadecadienoyl)-2-nonadecanoyl-glycero-3-phospho-(1'-sn-glycerol) CCCCCCCCCCCCCCCCCCC(=O)O[C@H](COC(=O)CCCCCCC/C=C\C/C=C\CCCC)COP(=O)(O)OC[C@H](CO)O